(S)-(2-Bromo-5-(difluoromethoxy)-4-fluorophenyl)(3-(morpholinomethyl)-3,4-dihydroisoquinolin-2(1H)-yl)methanone BrC1=C(C=C(C(=C1)F)OC(F)F)C(=O)N1CC2=CC=CC=C2C[C@H]1CN1CCOCC1